3-(1-methyl-5-chloro-7-methoxy-3-indolyl)-2-nitrogalactose CN1C=C(C2=CC(=CC(=C12)OC)Cl)[C@]([C@](C=O)(O)[N+](=O)[O-])(O)[C@@H](O)[C@H](O)CO